N(=C=S)C(C)CC 2-isothiocyanato-Butane